(2-((1-(cyanomethyl)-1H-pyrazol-4-yl)amino)-5-fluoropyrimidin-4-yl)benzoic acid methyl ester COC(C1=C(C=CC=C1)C1=NC(=NC=C1F)NC=1C=NN(C1)CC#N)=O